tert-butyl N-[[7-(difluoromethyl)-2-(2,6-dioxo-3-piperidyl)-3-oxo-isoindolin-5-yl]methyl]carbamate FC(C=1C=C(C=C2C(N(CC12)C1C(NC(CC1)=O)=O)=O)CNC(OC(C)(C)C)=O)F